C1(=CC=CC2=CC=CC=C12)C1(COC1)N 3-(1-naphthyl)oxetan-3-amine